2-({6-[({4-[(2-methoxyethyl)amino]pyridin-2-yl}amino)methyl]imidazo[1,2-a]pyridin-2-yl}methyl)-5-phenyl-1,2-dihydro-2,7-naphthyridin-1-one COCCNC1=CC(=NC=C1)NCC=1C=CC=2N(C1)C=C(N2)CN2C(C1=CN=CC(=C1C=C2)C2=CC=CC=C2)=O